BrC=1C=C(C(=NC1)N1CCOCC1)F 4-(5-Bromo-3-fluoropyridin-2-yl)morpholine